[Ni].[Fe].O water iron nickel